ClC1=C2CCNCC2=CC(=C1C(=O)NC(C(=O)O)CNC(=O)N[C@@H]1CCC2=CC=CC=C12)Cl 2-(5,7-dichloro-1,2,3,4-tetrahydroisoquinoline-6-carboxamido)-3-(3-((R)-2,3-dihydro-1H-inden-1-yl)ureido)propanoic acid